2-piperidineboronic acid N1C(CCCC1)B(O)O